C(C)(C)(C)OC(\C=C(\C)/NC)=O (Z)-3-(methylamino)but-2-enoic acid tert-butyl ester